C(C)(=O)C1=NN(C2=CC=C(C=C12)C=1SC2=C(N1)CCCC2)CC(=O)N2[C@@H](C[C@H](C2)F)C(=O)NC2=NC(=CC=C2)Br (2S,4R)-1-(2-(3-acetyl-5-(4,5,6,7-tetrahydrobenzo[d]thiazol-2-yl)-1H-indazol-1-yl)acetyl)-N-(6-bromopyridin-2-yl)-4-fluoropyrrolidine-2-carboxamide